N1C=CC=2C1=NC=C(C2)C=2C=C(C=CC2)C=CC(=O)NC2=CC(=CC(=C2)F)F 3-(3-(1H-pyrrolo[2,3-b]pyridin-5-yl)phenyl)-N-(3,5-difluorophenyl)acrylamide